(2-amino-6-fluorophenyl)boronic acid hydrochloride Cl.NC1=C(C(=CC=C1)F)B(O)O